8-Acetyloxy-2-(benzylthio)-7,8-dihydro-1,6-naphthyridine-6(5H)-carboxylic acid tert-butyl ester C(C)(C)(C)OC(=O)N1CC=2C=CC(=NC2C(C1)OC(C)=O)SCC1=CC=CC=C1